1-(1-methyl-1H-pyrazol-4-yl)piperazine hydrochloride Cl.CN1N=CC(=C1)N1CCNCC1